5-{6-[2-(6-Fluoro-2,4-dimethyl-indol-1-yl)-ethylamino]-2-methyl-pyrimidin-4-yl}-3-trifluoromethyl-thiophen FC1=CC(=C2C=C(N(C2=C1)CCNC1=CC(=NC(=N1)C)C1=CC(=CS1)C(F)(F)F)C)C